C12C(CC(CC1)C2)C(C(S(=O)(=O)[O-])(F)F)(F)F.C2(=CC=CC=C2)[I+]C2=CC=CC=C2 diphenyliodonium 2-bicyclo[2.2.1]hept-2-yl-1,1,2,2-tetrafluoroethanesulfonate